C(C)OC1=NC=CC=C1C=1C=CC=C(C(=O)N)C1 5-(2-ethoxypyridin-3-yl)benzamide